4-amino-N-(3-(3-aminoprop-1-yn-1-yl)-4-morpholinophenyl)butanamide NCCCC(=O)NC1=CC(=C(C=C1)N1CCOCC1)C#CCN